2-cyclopentyloxy-2,4,6,8-tetramethyl-cyclotetrasiloxane C1(CCCC1)O[Si]1(O[SiH](O[SiH](O[SiH](O1)C)C)C)C